BrC1=CC=C(C=C1)NS(=O)(=O)C 1-bromo-4-methylsulfonamidobenzene